C(CCC#C)C1=NOC(O1)=O 3-(4-pentynyl)-1,4,2-dioxazol-5-one